4-chloro-5-(trifluoromethyl)-7H-pyrrolo[2,3-D]pyrimidine ClC=1C2=C(N=CN1)NC=C2C(F)(F)F